4-[5-(hydroxymethyl)-6-methoxy-isoindolin-2-yl]-4-oxo-butanoic acid ethyl ester C(C)OC(CCC(=O)N1CC2=CC(=C(C=C2C1)CO)OC)=O